NC=1C(=NC=C(C1)S(=O)(=O)C1=CC=C(C=C1)OC(F)(F)F)C(=O)NNC(COCCOC)=O 3-amino-N'-(2-(2-methoxyethoxy)acetyl)-5-((4-(trifluoromethoxy)phenyl)sulfonyl)picolinohydrazide